tert-butyl ((3R,6S)-6-(3-(3-cis-(trifluoromethoxy)cyclobutyl)-1,2,4-oxadiazol-5-yl)tetrahydro-2H-pyran-3-yl)carbamate FC(OC1(CCC1)C1=NOC(=N1)[C@@H]1CC[C@H](CO1)NC(OC(C)(C)C)=O)(F)F